(R or S)-7-(1-acryloylpiperidin-4-yl)-2-(4-cyclopropyl-3,5-bis(methoxy-d3)phenyl)-4,5,6,7-tetrahydropyrazolo[1,5-a]pyrimidine-3-carboxamide C(C=C)(=O)N1CCC(CC1)[C@H]1CCNC=2N1N=C(C2C(=O)N)C2=CC(=C(C(=C2)OC([2H])([2H])[2H])C2CC2)OC([2H])([2H])[2H] |o1:10|